NC=1C=C(C=CC1)CCCCCC1=CC(=CC=C1)N 1,5-bis(3-aminophenyl)pentane